ClC1=C(C=C(C(=C1)CC1=CC=C(C=C1)C#N)C)N=CN(C)CC N'-(2-chloro-4-(4-cyanobenzyl)-5-methylphenyl)-N-ethyl-N-methylformimidamide